dihydroxybenzenehydroxamic acid OC=1C(=C(C=CC1)C(=O)NO)O